C(C1=CC=CC=C1)OC1=C(C(=O)NC(NC2CCCCC2)=O)C(=CC=C1)OCC1=CC=CC=C1 2,6-bis(benzyloxy)-N-(cyclohexylcarbamoyl)benzamide